N(C(=N)N)CCC[C@@H](C(COC1=C(C(=CC(=C1F)F)F)F)=O)NC(=O)C1CCCC1 N-[(1S)-4-guanidino-1-[2-(2,3,5,6-tetrafluorophenoxy)acetyl]butyl]-cyclopentanecarboxamide